3-(2-(Diphenylphosphaneyl)phenyl)-1-(1,3-dithian-2-yl)-2-phenylprop-2-en-1-one C1(=CC=CC=C1)P(C1=C(C=CC=C1)C=C(C(=O)C1SCCCS1)C1=CC=CC=C1)C1=CC=CC=C1